ClC1=CC2=C(N=N1)CN(CC2)C(C(C)C)=O 1-(3-chloro-5,8-dihydropyrido[3,4-c]pyridazin-7(6H)-yl)-2-methylpropan-1-one